C(C(C)(C)C)OC(C(C(=O)OCC(C)(C)C)=CC=C(C1=CC=CC=C1)C1=CC=CC=C1)=O dineopentyl-2-(3,3-diphenylprop-2-enylidene)malonic acid